16-hydroxy-16-methyl-5-methylsulfinyl-2,4,6,10,21-pentazatetracyclo[15.3.1.02,10.03,8]henicosa-1(21),3,5,7,12,17,19-heptaen-9-one OC1(CCC=CCN2C(C3=CN=C(N=C3N2C=2C=CC=C1N2)S(=O)C)=O)C